2-methyl-5-[6-(piperidin-4-yl)pyrido[3,2-d]pyrimidin-2-yl]indazol-4-ol CN1N=C2C=CC(=C(C2=C1)O)C=1N=CC2=C(N1)C=CC(=N2)C2CCNCC2